The molecule is a CDP-diacylglycerol(2-) obtained by deprotonation of the diphosphate OH groups of CDP-1,2-diarachidonoyl-sn-glycerol; major species at pH 7.3. It is a conjugate base of a CDP-1,2-diarachidonoyl-sn-glycerol. CCCCC/C=C\\C/C=C\\C/C=C\\C/C=C\\CCCC(=O)OC[C@H](COP(=O)([O-])OP(=O)([O-])OC[C@@H]1[C@H]([C@H]([C@@H](O1)N2C=CC(=NC2=O)N)O)O)OC(=O)CCC/C=C\\C/C=C\\C/C=C\\C/C=C\\CCCCC